CN1C=C(N=C(C1=O)C)C=1NC2=CC=C(C=C2C1C(C)C)C1CCN(CC1)CC(=O)N(C)C 2-(4-(2-(4,6-dimethyl-5-oxo-4,5-dihydropyrazin-2-yl)-3-isopropyl-1H-indol-5-yl)piperidin-1-yl)-N,N-dimethylacetamide